ClC1=CC=2NC(=C(C2O1)S(=O)(=O)Cl)C(=O)OCC ethyl 2-chloro-6-(chlorosulfonyl)-4H-furo[3,2-b]pyrrole-5-carboxylate